C(C1=CC=CC=C1)SC1=C(C=C(C=C1OC)C(C)OC)OC 2-(benzylsulfanyl)-1,3-dimethoxy-5-(1-methoxyethyl)benzene